α-thio phosphate P1(=O)(OSO1)[O-]